3-(3,5-difluorophenyl)-3aH-furo[3,2-d]isoxazole-6a-carboxylate FC=1C=C(C=C(C1)F)C1=NOC2(C1C=CO2)C(=O)[O-]